N-[2-(2-azidoethyl)phenyl]-N-ethylcarbamic acid tert-butyl ester C(C)(C)(C)OC(N(CC)C1=C(C=CC=C1)CCN=[N+]=[N-])=O